3-(2-carboxy-4-((dimethyl(oxo)-λ6-sulfanylidene)carbamoyl)benzamido)-3',4'-difluoro-[1,1'-biphenyl]-4-carboxylic Acid C(=O)(O)C1=C(C(=O)NC=2C=C(C=CC2C(=O)O)C2=CC(=C(C=C2)F)F)C=CC(=C1)C(N=S(=O)(C)C)=O